[Cl-].[Cl-].[Cl-].C(C)(C)[Hf+3]C1C=CC=C1 isopropylcyclopentadienyl-hafnium trichloride